ClCC=1N(C2=C(C=NC=3N=C(C=CC23)OC)N1)CC1=CC(=C(C=C1)S(=O)(=O)N)F 4-((2-(Chloromethyl)-7-methoxy-1H-imidazo[4,5-c][1,8]naphthyridin-1-yl)methyl)-2-fluorobenzenesulfonamide